NCC=1C=C(C=CC1)C1=C2C=CC(=CC2=CC=C1)COC1=C(C=CC=C1)CC(=O)O 2-(2-((5-(3-(aminomethyl)phenyl)naphthalen-2-yl)methoxy)phenyl)acetic acid